ClC=1C=NC(=C2C(C=C(N(C12)C1=C(C=CC=C1Cl)Cl)CO)=O)CC[C@H](CO)O (R)-8-chloro-1-(2,6-dichlorophenyl)-5-(3,4-dihydroxybutyl)-2-(hydroxymethyl)-1,6-naphthyridin-4(1H)-one